4,6-Bis(2,4-dimethylphenyl)-2-(2-hydroxy-4-octyloxyphenyl)-s-triazin CC1=C(C=CC(=C1)C)C1=NC(=NC(=N1)C1=C(C=C(C=C1)C)C)C1=C(C=C(C=C1)OCCCCCCCC)O